7-(4-fluoro-6-(2-(hydroxymethyl)morpholino)pyridin-2-yl)-5,6,7,8-tetrahydro-2,7-naphthyridine-3-carboxylic acid FC1=CC(=NC(=C1)N1CC(OCC1)CO)N1CCC=2C=C(N=CC2C1)C(=O)O